N,N'-(Naphthalene-1,4-diyl)bis(2-bromo-4-fluorobenzenesulfonamide) C1(=CC=C(C2=CC=CC=C12)NS(=O)(=O)C1=C(C=C(C=C1)F)Br)NS(=O)(=O)C1=C(C=C(C=C1)F)Br